COC1=C(C=CC(=C1)CC1=CC=NC2=CC(=CC=C12)OC)O 2-methoxy-4-[(7-methoxy-4-quinolyl)methyl]phenol